2-(4-bromopyridin-2-yl)-1,3,4-oxadiazole BrC1=CC(=NC=C1)C=1OC=NN1